(pyrrolidine-1-carbonyl)piperidin N1(CCCC1)C(=O)N1CCCCC1